3-chloro-N-[(3-chloro-4-fluorophenyl)-(5-methyl-4-methylsulfonyl-1H-imidazol-2-yl)methyl]-6-fluoropyridin-2-amine ClC=1C(=NC(=CC1)F)NC(C=1NC(=C(N1)S(=O)(=O)C)C)C1=CC(=C(C=C1)F)Cl